(5-(2,4-bis((S)-3-methylmorpholinyl)pyrido[2,3-d]pyrimidin-7-yl)-2-methoxyphenyl)methanol C[C@@H]1N(CCOC1)C=1N=C(C2=C(N1)N=C(C=C2)C=2C=CC(=C(C2)CO)OC)N2[C@H](COCC2)C